4-Cyclopropoxy-6-fluoropyridine-3-carboxylic acid ethyl ester C(C)OC(=O)C=1C=NC(=CC1OC1CC1)F